3-oxo-3-(3,4,5-trimethoxyphenyl)propionitrile O=C(CC#N)C1=CC(=C(C(=C1)OC)OC)OC